C(C)OC(CC\C=C/1\C2(CC2)CCN(C1)C(=O)OC(C)(C)C)=O tert-butyl (4Z)-4-(4-ethoxy-4-oxobutylidene)-6-azaspiro[2.5]octane-6-carboxylate